C(C)(C)(C)N1[C@H](CC(C1=O)[Se]C1=CC=CC=C1)CC (2S)-1-tert-butyl-2-ethyl-5-oxo-4-(phenylselanyl)pyrrolidine